ClC1=C(C=CC=C1)S(=O)(=O)NC1=NC(=C(C=C1)C=1C=C2C=NC(=NC2=C(C1)CC)NC1CCC(CC1)(C)N(C)C)OC 2-chloro-N-(5-(2-(((1s,4s)-4-(dimethylamino)-4-methylcyclohexyl)amino)-8-ethylquinazolin-6-yl)-6-methoxypyridin-2-yl)benzenesulfonamide